CNC1=NC(=NC(=C1)C)NC=1C(=C(C2=C([C@@H](CO2)C)C1)C=1CCCNCC1)F |o1:15| N4,6-dimethyl-N2-[rel-(3S)-6-fluoro-3-methyl-7-(2,3,4,7-tetrahydro-1H-azepin-5-yl)-2,3-dihydrobenzofuran-5-yl]pyrimidine-2,4-diamine